NC1=NC=CC=C1C1=NC=2C(=NC(=CC2)C#C)N1C1=CC=C(C=C1)CO (4-(2-(2-aminopyridin-3-yl)-5-ethynyl-3H-imidazo[4,5-b]pyridin-3-yl)phenyl)methanol